FC1=C(C(=CC=C1CN1CCOCC1)O)N1CC(NS1(=O)=O)=O 5-(2-fluoro-6-hydroxy-3-(morpholinomethyl)phenyl)-1,2,5-thiadiazolidin-3-one 1,1-dioxide